CC1(COC1)N1N=C2C(CN(CCC2)C(=O)OC(C)(C)C)=C1 tert-butyl 2-(3-methyloxetan-3-yl)-4,6,7,8-tetrahydropyrazolo[4,3-c]azepine-5-carboxylate